dithiocarbonic acid O-ethyl S-(6-(trifluoromethyl) pyridin-3-yl) ester FC(C1=CC=C(C=N1)SC(OCC)=S)(F)F